NC1=NC=2C=CC=CC2C2=C1N=C(N2CC2=CC=C(C=C2)C(C(=O)N)CCC)CCCC (4-((4-amino-2-butyl-1H-imidazo[4,5-c]quinolin-1-yl)methyl)phenyl)pentanamide